(1S,3S,4S)-2-(2,2-diphenylacetyl)-5-hydroxy-2-azabicyclo[2.2.2]octane-3-carboxylic acid C1(=CC=CC=C1)C(C(=O)N1[C@@H]2CC([C@H]([C@H]1C(=O)O)CC2)O)C2=CC=CC=C2